2-dimethylamino-2-(4-methylbenzyl)-1-(4-morpholin-4-ylphenyl)butan-1-one CN(C(C(=O)C1=CC=C(C=C1)N1CCOCC1)(CC)CC1=CC=C(C=C1)C)C